C1=C(C=CC2=CC=CC=C12)C[SH+]CCC(=O)OCC 2-naphthylmethyl-(1-ethoxycarbonyl)ethyl-sulfonium